(1-(5-chloro-3-methyl-7-morpholino-3H-imidazo[4,5-b]pyridin-2-yl)-2-methylpropyl)carbamate ClC1=CC(=C2C(=N1)N(C(=N2)C(C(C)C)NC([O-])=O)C)N2CCOCC2